CC(C)NC(=NC(C)C)OC(C)(C)C tert-butyl N,N'-diisopropylcarbamimidate